5-((3-(5-(2,5-Difluoro-4-methylphenyl)-4,5-dihydro-1H-pyrazole-1-carbonyl)bicyclo[1.1.1]pentan-1-yl)methoxy)pyrazine-2-carbonitrile FC1=C(C=C(C(=C1)C)F)C1CC=NN1C(=O)C12CC(C1)(C2)COC=2N=CC(=NC2)C#N